N-[5-(5-bromo-1H-benzimidazol-2-yl)-1-[(4-methoxyphenyl)methyl]-pyrazol-3-yl]-6-morpholino-pyridine-3-carboxamide BrC1=CC2=C(NC(=N2)C2=CC(=NN2CC2=CC=C(C=C2)OC)NC(=O)C=2C=NC(=CC2)N2CCOCC2)C=C1